FC1=CC=C(C=C1)[C@H]1[C@@H](C1)NCCC[C@@H](C(N1CCNCC1)=O)NC(C1=CC=C(C=C1)C1=NC=CC=N1)=O N-[(2S)-5-[[(1R,2S)-2-(4-fluorophenyl)cyclopropyl]amino]-1-oxo-1-(piperazin-1-yl)pentan-2-yl]-4-(pyrimidin-2-yl)benzamide